(5R,8aS)-3-chloro-1-methanesulfinylmethyl-5-methyl-5,6,8a,9-tetrahydro-8H-7,10-dioxa-2,4,4b-triazaphenanthrene ClC=1N=C(C=2OC[C@@H]3COC[C@H](N3C2N1)C)CS(=O)C